tert-butyl N-[(3-amino-3-oxo-propyl)amino]carbamate NC(CCNNC(OC(C)(C)C)=O)=O